C(CCCCCC(=O)O)CCCCCN The molecule is an omega-amino fatty acid that is dodecanoic acid in which one of the terminal amino hydrogens has been replaced by an amino group. It has a role as a bacterial metabolite. It is an omega-amino fatty acid and a medium-chain fatty acid.